CN1C(=CC(=C1)NC(=O)C=1N(C=C(N1)NC(CCNC(=O)C=1N(C=C(C1)NC(=O)C=1N(C=CN1)C)C)=O)C)C(=O)NCCCC(=O)O 4-([1-methyl-4-[1-methyl-4-(3-[[1-methyl-4-(1-methylimidazole-2-amido)pyrrol-2-yl]formamido]propanamido)imidazole-2-amido]pyrrol-2-yl]formamido)butanoic acid